C1(=CC(=CC(=C1)C(=O)OCC=C)C(=O)OCC=C)C(=O)OCC=C triallyl 1,3,5-benzenetricarboxylate